(2R,4aR,7R)-12-Chloro-10-fluoro-11-(2-fluoro-6-hydroxyphenyl)-2-methyl-7-(pyrrolidin-1-ylmethyl)-2,3,4,4a,6,7-hexahydro-8-oxa-3,5a,9,13c-tetraazanaphtho[3,2,1-de]anthracene ClC1=CC2=C3C=4N(C[C@H](OC4N=C2C(=C1C1=C(C=CC=C1O)F)F)CN1CCCC1)C[C@H]1CN[C@@H](CN13)C